5-hydroxy-N-(isoxazol-4-yl)-1-methyl-2-(3-methyl-5-((6-methylpyridin-2-yl)amino)phenyl)-6-oxo-1,6-dihydropyrimidine-4-carboxamide OC1=C(N=C(N(C1=O)C)C1=CC(=CC(=C1)NC1=NC(=CC=C1)C)C)C(=O)NC=1C=NOC1